NC=1C=C2C(C(N(C2=CC1)CC1CCN(CC1)C)=O)(C)C 5-amino-3,3-dimethyl-1-[(1-methyl-4-piperidyl)methyl]indolin-2-one